C(=O)OOCCCCC amyl peroxycarboxylate